9-(2'-bromo-[1,1'-biphenyl]-4-yl)-9-phenyl-9H-fluorene BrC1=C(C=CC=C1)C1=CC=C(C=C1)C1(C2=CC=CC=C2C=2C=CC=CC12)C1=CC=CC=C1